(E)-ethyl 6-((4'-aminobiphenyl-4-yl)diazenyl)-2-oxo-2H-chromene-3-carboxylate NC1=CC=C(C=C1)C1=CC=C(C=C1)/N=N/C=1C=C2C=C(C(OC2=CC1)=O)C(=O)OCC